FC1=C(NC=2C=NC=3CCN(CC3C2)C2=C(C=C(C=N2)C#N)C)C=CC=C1C(F)(F)F 6-[3-[2-fluoro-3-(trifluoromethyl)anilino]-7,8-dihydro-5H-1,6-naphthyridin-6-yl]-5-methyl-pyridine-3-carbonitrile